5-(pyridin-3-yl)-1,3,4-oxadiazole-2-thiol N1=CC(=CC=C1)C1=NN=C(O1)S